(1S)-1-[5-(7-amino-2,6-naphthyridin-3-yl)-4-methylpyridin-2-yl]butan-1-ol NC1=NC=C2C=C(N=CC2=C1)C=1C(=CC(=NC1)[C@H](CCC)O)C